(2-((2S,4S)-4-amino-2-(hydroxymethyl)pyrrolidin-1-yl)-4-(4-cyanopyridin-3-yl)phenyl)-2-(2,3-difluoro-6-methoxyphenyl)pyrimidine-4-carboxamide N[C@H]1C[C@H](N(C1)C1=C(C=CC(=C1)C=1C=NC=CC1C#N)C=1C(=NC(=NC1)C1=C(C(=CC=C1OC)F)F)C(=O)N)CO